The molecule is an RNA fragment comprised of four guanosine, eleven adenosine, two uridine and five cytidine residues connected by 3'->5' phosphodiester linkages in the sequence A-G-G-C-A-A-U-A-A-A-A-C-A-C-G-A-C-C-W-U-A-A-U-G. C1=CN(C(=O)N=C1N)[C@H]2[C@@H]([C@@H]([C@H](O2)COP(=O)(O)O[C@@H]3[C@H](O[C@H]([C@@H]3O)N4C=CC(=NC4=O)N)COP(=O)(O)O[C@@H]5[C@H](O[C@H]([C@@H]5O)N6C=CC(=NC6=O)N)COP(=O)(O)O[C@@H]7[C@H](O[C@H]([C@@H]7O)N8C=NC9=C(N=CN=C98)N)COP(=O)(O)O[C@@H]1[C@H](O[C@H]([C@@H]1O)N1C=NC2=C1N=C(NC2=O)N)COP(=O)(O)O[C@@H]1[C@H](O[C@H]([C@@H]1O)N1C=CC(=NC1=O)N)COP(=O)(O)O[C@@H]1[C@H](O[C@H]([C@@H]1O)N1C=NC2=C(N=CN=C21)N)COP(=O)(O)O[C@@H]1[C@H](O[C@H]([C@@H]1O)N1C=CC(=NC1=O)N)COP(=O)(O)O[C@@H]1[C@H](O[C@H]([C@@H]1O)N1C=NC2=C(N=CN=C21)N)COP(=O)(O)O[C@@H]1[C@H](O[C@H]([C@@H]1O)N1C=NC2=C(N=CN=C21)N)COP(=O)(O)O[C@@H]1[C@H](O[C@H]([C@@H]1O)N1C=NC2=C(N=CN=C21)N)COP(=O)(O)O[C@@H]1[C@H](O[C@H]([C@@H]1O)N1C=NC2=C(N=CN=C21)N)COP(=O)(O)O[C@@H]1[C@H](O[C@H]([C@@H]1O)N1C=CC(=O)NC1=O)COP(=O)(O)O[C@@H]1[C@H](O[C@H]([C@@H]1O)N1C=NC2=C(N=CN=C21)N)COP(=O)(O)O[C@@H]1[C@H](O[C@H]([C@@H]1O)N1C=NC2=C(N=CN=C21)N)COP(=O)(O)O[C@@H]1[C@H](O[C@H]([C@@H]1O)N1C=CC(=NC1=O)N)COP(=O)(O)O[C@@H]1[C@H](O[C@H]([C@@H]1O)N1C=NC2=C1N=C(NC2=O)N)COP(=O)(O)O[C@@H]1[C@H](O[C@H]([C@@H]1O)N1C=NC2=C1N=C(NC2=O)N)COP(=O)(O)O[C@@H]1[C@H](O[C@H]([C@@H]1O)N1C=NC2=C(N=CN=C21)N)CO)OP(=O)(O)OC[C@@H]1[C@H]([C@H]([C@@H](O1)N1C=CC(=O)NC1=O)O)OP(=O)(O)OC[C@@H]1[C@H]([C@H]([C@@H](O1)N1C=CC(=O)NC1=O)O)OP(=O)(O)OC[C@@H]1[C@H]([C@H]([C@@H](O1)N1C=NC2=C(N=CN=C21)N)O)OP(=O)(O)OC[C@@H]1[C@H]([C@H]([C@@H](O1)N1C=NC2=C(N=CN=C21)N)O)OP(=O)(O)OC[C@@H]1[C@H]([C@H]([C@@H](O1)N1C=CC(=O)NC1=O)O)OP(=O)(O)OC[C@@H]1[C@H]([C@H]([C@@H](O1)N1C=NC2=C1N=C(NC2=O)N)O)O)O